Cl.C1(CC1)C(C)N1CC2=CC(=CC=C2CC1)N(C1=CC=C(C#N)C=C1)C 4-((2-(1-cyclopropylethyl)-1,2,3,4-tetrahydroisoquinolin-7-yl)(methyl)amino)benzonitrile hydrochloride